1-(2-amino-5-bromo-3-pyridyl)ethanone NC1=NC=C(C=C1C(C)=O)Br